oxalic acid diisocyanate lithium borate B([O-])([O-])[O-].[Li+].C(C(=O)N=C=O)(=O)N=C=O.[Li+].[Li+]